Cl.ClC1=C(C(=CC=C1Cl)F)[C@@]1(CNCC1)NC1=CC=C2C=CN(C(C2=C1)=O)C1CCOCC1 7-{[(3S)-3-(2,3-dichloro-6-fluorophenyl)pyrrolidin-3-yl]amino}-2-(oxan-4-yl)isoquinolin-1-one hydrochloride